FC1=C(CN2C=NN(C2=O)C2=CC(=C(OC3=CN=C(S3)C(=O)[O-])C=C2)F)C(=CC=C1)F 5-(4-(4-(2,6-difluorobenzyl)-5-oxo-4,5-dihydro-1H-1,2,4-triazol-1-yl)-2-fluorophenoxy)thiazole-2-carboxylate